ClC1=C2C(=C(N=N1)Cl)N=CC(=C2)C 5,8-dichloro-3-methylpyridino[2,3-d]pyridazine